FC1(C[C@]12CCC=1N(C2)N=C(C1C1=C2C(=NC=C1)NN=C2)C2=CC=C(C=C2)F)F (S)-2,2-Difluoro-2'-(4-fluorophenyl)-3'-(1H-pyrazolo[3,4-b]pyridin-4-yl)-4',5'-dihydro-7'H-spiro[cyclopropane-1,6'-pyrazolo[1,5-a]pyridine]